(R)-N-((2,2-dimethyl-1,3-dioxacyclopentane-4-yl)methoxy)-2-((2-fluoro-4-iodophenyl)amino)thieno[2,3-b]pyridine-3-carboxamide CC1(OC[C@@H](O1)CONC(=O)C1=C(SC2=NC=CC=C21)NC2=C(C=C(C=C2)I)F)C